2-((5-bromo-3-((tert-butoxycarbonyl)amino)thiophen-2-yl)(hydroxy)methyl)butanoic acid methyl ester COC(C(CC)C(O)C=1SC(=CC1NC(=O)OC(C)(C)C)Br)=O